1-(2-chlorophenyl)cyclohexene ClC1=C(C=CC=C1)C1=CCCCC1